(R)-3-(4-((difluoromethyl)sulfonamido)-2-(1-(4-fluorophenyl)ethoxy)phenyl)-5-(pyrazin-2-ylamino)-1H-pyrazole-4-carboxamide FC(S(=O)(=O)NC1=CC(=C(C=C1)C1=NNC(=C1C(=O)N)NC1=NC=CN=C1)O[C@H](C)C1=CC=C(C=C1)F)F